(R)-5-amino-N-(sec-butyl)-N-((5-cyclopropyl-6-methylpyridin-2-yl)methyl)-1-((2-(trimethylsilyl)ethoxy)methyl)-6,8-dihydro-1H-furo[3,4-d]pyrrolo[3,2-b]pyridine-2-carboxamide NC1=C2C(=C3C(=N1)C=C(N3COCC[Si](C)(C)C)C(=O)N(CC3=NC(=C(C=C3)C3CC3)C)[C@H](C)CC)COC2